4-(difluoromethyl)-5-[4-(3,3-dimethylmorpholin-4-yl)-6-(3,7-dioxa-9-azabicyclo[3.3.1]non-9-yl)-1,3,5-triazin-2-yl]pyridin-2-amine FC(C1=CC(=NC=C1C1=NC(=NC(=N1)N1C(COCC1)(C)C)N1C2COCC1COC2)N)F